C(C)OC(=O)C=1OC2=C(C=C(C=C2C(C1)=O)F)F 6,8-difluoro-4-oxo-4H-chromene-carboxylic acid ethyl ester